benzyl 2,4-dibenzyloxy-5-iodo-benzoate C(C1=CC=CC=C1)OC1=C(C(=O)OCC2=CC=CC=C2)C=C(C(=C1)OCC1=CC=CC=C1)I